N-(5-(((3s,5s,7s)-adamantan-1-yl)amino)pentyl)-5-(4-chlorophenyl)-1-(2,4-dichlorophenyl)-4-methyl-1H-pyrazole-3-carboxamide C12(CC3CC(CC(C1)C3)C2)NCCCCCNC(=O)C2=NN(C(=C2C)C2=CC=C(C=C2)Cl)C2=C(C=C(C=C2)Cl)Cl